S(=O)(=O)([O-])[O-].[K+].OC=1[C@H](OC(C1O)=O)[C@H](CO)O.[K+] vitamin C potassium sulfate